ClC=1C=CC(=C(C1)C1=CC(=C(N1C)C)C(=O)[O-])C(=O)N1CC2=CC=CC=C2C[C@H]1CN1CCOCC1 5-{5-chloro-2-[(3S)-3-[(morpholin-4-yl) methyl]-3,4-dihydroisoquinoline-2(1H)-carbonyl] phenyl}-1,2-dimethyl-1H-pyrrole-3-carboxylate